C[C@]12CC(C[C@](CC1)(N2)C)N(C=2SC1=C(C=NC(=C1)C=1C=CC=3N(C1)C=C(N3)C)N2)C N-[(1R,3s,5S)-1,5-Dimethyl-8-azabicyclo[3.2.1]octan-3-yl]-N-methyl-6-(2-methylimidazo[1,2-a]pyridin-6-yl)[1,3]thiazolo[4,5-c]pyridin-2-amin